[I-].C(C)N(C(=O)[C@H]1C[N+]([C@@H]2CN3C4=C(C2=C1)C=CC=C4C=C3)(C)C)CC (7aS,10R)-10-(diethylcarbamoyl)-8,8-dimethyl-7a,8,9,10-tetrahydro-7H-indolo[7,1-fg][1,7]naphthyridin-8-ium iodide